CN(C)CC1=C(C=CC(=N1)NC=1C=CC(=C2CNC(C12)=O)C1=CN=C2N1C=CC(=C2)F)[C@@H]2COCCC2 (R)-7-((6-((dimethylamino)-methyl)-5-(tetrahydro-2H-pyran-3-yl)pyridin-2-yl)amino)-4-(7-fluoroimidazo[1,2-a]pyridin-3-yl)isoindolin-1-one